CC1(COC(OC1)CCC/C=C/CB1OC(CN(CC(O1)=O)C)=O)C (E)-2-(6-(5,5-dimethyl-1,3-dioxan-2-yl)hex-2-en-1-yl)-6-methyl-1,3,6,2-dioxazaborocane-4,8-dione